ClC=1C=C2N(C(C=3N(C2=CC1)C=CN3)=O)C3=C(C=C(C=C3)F)C 7-chloro-5-(4-fluoro-2-methylphenyl)imidazo[1,2-a]Quinoxaline-4(5H)-on